C(C)OC=1C=C(C=CC1OC)[C@@H](CS(=O)(=O)C)N1C(C2=CC=CC(=C2C1=O)NC(C)=O)=O N-{2-[(1S)-1-(3-ethoxy-4-methoxyphenyl)-2-methylsulfonylethyl]-1,3-dioxo-2,3-dihydro-1H-isoindol-4-yl}acetamide